COCCN1C(=NC=2C1=NC(=CC2)C=2C=CN1N=C(N=CC12)NC1CCC(CC1)(O)C)C (1s,4s)-4-((5-(3-(2-methoxyethyl)-2-methyl-3H-imidazo[4,5-b]pyridin-5-yl)pyrrolo[2,1-f][1,2,4]triazin-2-yl)amino)-1-methylcyclohexane-1-ol